3,4-dihydro-3-methyl-4-oxoimidazo[5,1-d]-1,2,3,5-tetrazine-8-amide CN1N=NC=2N(C1=O)C=NC2C(=O)N